3-(4-(2-(2-methylpyrrolidin-1-yl)ethoxy)phenyl)-1-(quinoxalin-2-yl)-1H-1,2,4-triazole-3,5-diamine CC1N(CCC1)CCOC1=CC=C(C=C1)C1(NN(C(=N1)N)C1=NC2=CC=CC=C2N=C1)N